C(C)(C)(C)C=1C=CC2=C(NC(=N2)C=2C=C(C=CC2)NC=2N=NC(=CC2)C2=CC=CC=C2)C1 N-[3-(6-tert-butyl-1H-benzo[d]imidazol-2-yl)phenyl]-6-phenylpyridazin-3-amine